C1C2=C(OC1)C=CC=1CCCC12 1,2,6,7-tetrahydro-8H-indeno[5,4-b]furan